BrCCN1N=CN=C1 1-(2-bromoethyl)-1,2,4-triazole